N-ethyl-4-amino-3,3-dimethylbutyl-trimethoxysilane C(C)NCC(CC[Si](OC)(OC)OC)(C)C